C(C1=CC=CC=C1)N1C[C@@]2([C@](C1)(CN(C2)C2=NC(=NC=C2C)NC=2C=NN(C2)C)C)C 4-((3aR,6aS)-5-Benzyl-3a,6a-dimethylhexahydropyrrolo[3,4-c]pyrrol-2(1H)-yl)-5-methyl-N-(1-methyl-1H-pyrazol-4-yl)pyrimidin-2-amine